technetium Iron [Fe].[Tc]